CC1=CC=C(C=C1)NC(C)=O N-(4-methylphenyl)-acetamide